FC(OC1=C(C=CC=C1)C1=NOC(=C1C(=O)NC1=CC(=CC=C1)C(F)(F)F)C)F 3-(2-difluoromethoxyphenyl)-5-methyl-N-(3-(trifluoromethyl)phenyl)isoxazole-4-carboxamide